2-(3-bromo-4-methylphenyl)-1-fluoropropan-2-ol BrC=1C=C(C=CC1C)C(CF)(C)O